N-(2,4-dimethoxybenzyl)-8-(3-methoxy-2,6-dimethylphenyl)-6-vinylpyrido[3,4-d]pyrimidin-4-amine COC1=C(CNC=2C3=C(N=CN2)C(=NC(=C3)C=C)C3=C(C(=CC=C3C)OC)C)C=CC(=C1)OC